C(C(=C)C)(=O)OCC(CN(CCO)CCO)O 3-(bis(2-hydroxyethyl) amino)-2-hydroxypropyl methacrylate